C(C)(C)(C)C=1C=C(OC=2C=CC3=C(N(C(=N3)C3=C(C=CC=C3C)C)C3=NC=CC(=C3)C(C)(C)C)C2)C=C(C1)C1=NC2=C(N1C1=C(C=C(C=C1)C(C)(C)C)C1=CC=CC=C1)C=CC=C2 6-(3-(tert-butyl)-5-(1-(5-(tert-butyl)-[1,1'-biphenyl]-2-yl)-1H-benzo[d]imidazol-2-yl)phenoxy)-1-(4-(tert-butyl)pyridin-2-yl)-2-(2,6-dimethylphenyl)-1H-benzo[d]imidazole